ClC=1C=C(C=C2C=CC(NC12)=O)C 8-Chloro-6-methylquinolin-2(1H)-one